CC=1C(=NC=CC1)SC=1C=2N(C=C(C1)C=1C=NN(C1)[C@@H]1CNCCC1)N=CC2C#N 4-[(3-methyl-2-pyridyl)sulfanyl]-6-[1-[(3S)-3-piperidyl]pyrazol-4-yl]pyrazolo[1,5-a]pyridine-3-carbonitrile